phenyl 2-(3-(2-(3-ethoxy-1-(3-fluoro-4-methoxyphenyl)-3-oxopropyl) thiazol-4-yl) propyl)-3,4-dihydro-1,8-naphthyridine-1(2H)-carboxylate C(C)OC(CC(C1=CC(=C(C=C1)OC)F)C=1SC=C(N1)CCCC1N(C2=NC=CC=C2CC1)C(=O)OC1=CC=CC=C1)=O